IC1=CC(=C(C=O)C(=C1)F)F 4-iodo-2,6-difluorobenzaldehyde